5-fluoro-4-imino-3-methyl-1-toluenesulfonyl-3,4-dihydropyrimidin-2(1H)-one FC=1C(N(C(N(C1)S(=O)(=O)CC1=CC=CC=C1)=O)C)=N